C1(=CC=CC=C1)C1=CC=C(C=C1)C1=CC(=CC=C1)N1C2=CC=CC=C2C2=C1C=CC=1N(C=3C=CC=CC3C21)C2=CC=CC1=C2SC2=C1C=CC=C2 5-(4'-phenyl-1,1'-biphenyl-3-yl)-8-(dibenzothiophen-4-yl)-5H,8H-indolo[2,3-c]carbazole